OCCCCC=1N=NN(C1)CCN(CCCCCC(=O)OC(CCCCCC)CCCCCCCC)CCCCCC(=O)OC(CCCCCC)CCCCCCCC di(pentadecan-7-yl) 6,6'-((2-(4-(4-hydroxybutyl)-1H-1,2,3-triazol-1-yl)ethyl)azanediyl)dihexanoate